1,5-dimethyl-4,5,6,7-tetrahydro-1H-imidazo[4,5-c]Pyridine-2-carboxamide CN1C(=NC=2CN(CCC21)C)C(=O)N